C(C)(C)(C)OC(=O)NCC1=CC(=C(C(=C1)C)C(CCC(=O)OC(C)(C)C)C#N)Cl tert-butyl 4-(4-(((tert-butoxycarbonyl)amino)methyl)-2-chloro-6-methyl-phenyl)-4-cyanobutanoate